FC1=C(C=CC(=C1)C(\C=C\C=1C=C2N=CC=NC2=CC1)=O)C1=CC=CC=C1 (E)-1-(2-fluoro-[1,1'-biphenyl]-4-yl)-3-(quinoxalin-6-yl)prop-2-en-1-one